methyl 3-(1,4-dimethyl-1H-benzo[d][1,2,3]triazol-5-yl)-3-(3-(((R)-2-ethyl-2,3-dihydro-[1,4]oxazepino[7,6-b]quinolin-4(5H)-yl)methyl)-4-methylphenyl)-2,2-dimethylpropanoate CN1N=NC2=C1C=CC(=C2C)C(C(C(=O)OC)(C)C)C2=CC(=C(C=C2)C)CN2C[C@H](OC1=NC3=CC=CC=C3C=C1C2)CC